N-((2-(4-((2R,6S)-2,6-dimethylmorpholinyl)-5H-pyrrolo[3,4-d]pyrimidin-6(7H)-yl)-1,6-naphthyridin-7-yl)methyl)-3-((fluoromethyl)sulfonyl)benzofuran-5-carboxamide C[C@@H]1CN(C[C@@H](O1)C)C=1C2=C(N=CN1)CN(C2)C2=NC1=CC(=NC=C1C=C2)CNC(=O)C=2C=CC1=C(C(=CO1)S(=O)(=O)CF)C2